N1=CC(=CC=C1)C1=NNC=C1NC=1N=CC2=C(N1)NC(C21CC1)=O 2'-((3-(pyridin-3-yl)-1H-pyrazol-4-yl)amino)spiro[cyclopropane-1,5'-pyrrolo[2,3-d]pyrimidin]-6'(7'H)-one